C(C)(C)(C)OC(N(C)CCOCCOCCO)=O tert-butyl-N-[2-[2-(2-hydroxyethoxy)ethoxy]ethyl]-N-methyl-carbamate